FC1=CC=CN2C=CC(=C12)C(=O)N (E)-8-fluoroindolizine-1-carboxamide